FC=1C=CC(=C(C1)N(C(OC(C)(C)C)=O)C)[N+](=O)[O-] tert-Butyl N-(5-fluoro-2-nitro-phenyl)-N-methyl-carbamate